6-(2-ethoxyphenyl)-2-oxo-3H-imidazo[4,5-b]pyridin C(C)OC1=C(C=CC=C1)C=1C=C2C(=NC1)NC(N2)=O